C1(=CC=CC=C1)C=1SC=CC1C1=CC=CC=C1 2,3-diphenylthiophene